5-chloro-2-{3-chloro-2-[3-(difluoromethyl)-5-isooxazolyl]phenoxy}pyrimidine ClC=1C=NC(=NC1)OC1=C(C(=CC=C1)Cl)C1=CC(=NO1)C(F)F